C1(CCC(N1OC(=O)C1=CC=C(C(SSC2=NC=CC=C2)C)C=C1)=O)=O 4-succinimidyl-oxycarbonyl-methyl-α-[2-pyridyldithio]toluene